ClC=1C=C(C(=NC1)C([N+]1=CC=CC=C1)C#N)F (5-chloro-3-fluoropyridin-2-yl)cyano(pyridinium-1-yl)methane